CN1CN2C3(CNC4=C5C2=C1C=NC5=CC=C4C=4C=NC(=CC4)OCCCN4CCCCC4)CCC3 2'-methyl-7'-(6-(3-(piperidin-1-yl)propoxy)pyridin-3-yl)-8',9'-dihydro-2',4',8',10a'-tetraazaspiro[cyclobutane-1,10'-naphtho[2,1,8-cde]azulen]